1-(2,6-difluorobenzyl)-1H-1,2,3-triazole-4-formic acid FC1=C(CN2N=NC(=C2)C(=O)O)C(=CC=C1)F